ClC1=CC=C(C=C1)CC1=NN(C(C2=CC=CC=C12)=O)C=1C=CN(C=CC1)C 4-[(4-chlorophenyl)methyl]-2-(1-methylazepin-4-yl)phthalazin-1-one